nickel iron manganese salt [Mn].[Fe].[Ni]